C(C)(C)(C)OC(=O)NC(C(=O)OC)C=1SC=C(C1)C#N methyl 2-((tert-butoxycarbonyl)amino)-2-(4-cyanothiophen-2-yl)acetate